COC(C[C@H]1CN(C[C@@H](C1)C1=CC=C(C=C1)C(F)(F)F)CC1=CC(=CC=C1)OC)=O 2-((3S,5S)-1-(3-methoxybenzyl)-5-(4-(trifluoromethyl)phenyl)piperidin-3-yl)acetic acid methyl ester